FC1(CC1)CN1C(C2(C3=CC=C(C=C13)[C@@H]1C(C1)C=1C=3N(N=C(C1)C=1C(NC(NC1)=O)=O)C=CN3)CC2)=O 5-(8-((2S,2S)-2-(1'-((1-fluorocyclopropyl)methyl)-2'-oxospiro[cyclopropane-1,3'-indolin]-6'-yl)cyclopropyl)imidazo[1,2-b]pyridazin-6-yl)pyrimidine-2,4(1H,3H)-dione